perfluorovinyl ether FC(=C(F)F)OC(=C(F)F)F